N1(C=NC=C1)C(=O)OC1CC(C1)C1=C(C(=CC2=C1N=CS2)F)C (1s,3s)-3-(6-fluoro-5-methylbenzo[d]thiazol-4-yl)cyclobutyl 1H-imidazole-1-carboxylate